FC=1C=C2C(=NC1[C@@H](C)NC(OC(C)(C)C)=O)N(C(=C2)C=O)COCC[Si](C)(C)C tert-butyl (R)-(1-(5-fluoro-2-formyl-1-((2-(trimethylsilyl)ethoxy)methyl)-1H-pyrrolo[2,3-b]pyridin-6-yl)ethyl)carbamate